2-(methyl-d3)-2-(3-(3-methyl-1-(tetrahydro-2H-pyran-2-yl)-1H-pyrazol-5-yl)-5-((R)-3-methylmorpholino)isothiazolo[4,5-b]pyridin-7-yl)propanenitrile-3,3,3-d3 C(C(C#N)(C([2H])([2H])[2H])C1=C2C(=NC(=C1)N1[C@@H](COCC1)C)C(=NS2)C2=CC(=NN2C2OCCCC2)C)([2H])([2H])[2H]